C1(CCCCC1)N1CCC(CC1)C(=O)OCC([C@H](C[C@H]1C(NCC1)=O)NC([C@H](CC(C)C)NC(C(=O)NC1=C(C=CC=C1)F)=O)=O)=O (S)-3-((S)-2-(2-((2-fluorophenyl)amino)-2-oxoacetamido)-4-methylpentanamido)-2-oxo-4-((S)-2-oxopyrrolidin-3-yl)butyl 1-cyclohexylpiperidine-4-carboxylate